(S)-N-(2-(2-cyano-4,4-difluoropyrrolidin-1-yl)-2-oxoethyl)-8-(cyclopropylmethoxy)-quinoline-4-carboxamide C(#N)[C@H]1N(CC(C1)(F)F)C(CNC(=O)C1=CC=NC2=C(C=CC=C12)OCC1CC1)=O